triglyceryl triisostearate C(CCCCCCCCCCCCCCC(C)C)(=O)OCC(O)CO.C(CCCCCCCCCCCCCCC(C)C)(=O)OCC(O)CO.C(CCCCCCCCCCCCCCC(C)C)(=O)OCC(O)CO